4-(3-fluoro-4-trifluoromethylphenyl)-2,6-bis-(4-aminophenyl)-pyridine FC=1C=C(C=CC1C(F)(F)F)C1=CC(=NC(=C1)C1=CC=C(C=C1)N)C1=CC=C(C=C1)N